1-(4-(5-chloro-7-fluoro-6-(4-(2-propanyl)-3-pyridinyl)-2,1-benzothiazol-3-yl)-1-piperazinyl)-2-propen-1-one ClC=1C(=C(C=2C(=C(SN2)N2CCN(CC2)C(C=C)=O)C1)F)C=1C=NC=CC1C(C)C